C(C)(C)(C)OC(C(=C)C)=O tertiary butylmethacrylate